ClC(C1=NC(=NO1)C1=CC=C(C=C1)C(CS(=O)(=O)C=1C=NC=NC1)=O)(F)F 1-(4-(5-(chlorodifluoromethyl)-1,2,4-oxadiazol-3-yl)phenyl)-2-(pyrimidin-5-ylsulfonyl)ethan-1-one